NC1=NC=CC=C1C1=NC=2C(=NC(=CC2)N2N=CC=C2)N1C=1C=C2CC[C@@H](C2=CC1)NC(C1=CC(=C(C=C1)OCC1=CC=C(C=C1)OC)C1OCCO1)=O N-[(1S)-5-[2-(2-aminopyridin-3-yl)-5-(pyrazol-1-yl)imidazo[4,5-b]pyridin-3-yl]-2,3-dihydro-1H-inden-1-yl]-3-(1,3-dioxolan-2-yl)-4-[(4-methoxyphenyl)methoxy]benzamide